CC(C)(S(=O)(=O)C)C=1OC(=CN1)C(=O)O 2-(1-methyl-1-methylsulfonyl-ethyl)oxazole-5-carboxylic acid